((2,4-dichlorophenoxy)methyl)-4-(piperidin-4-yloxy)pyridine ClC1=C(OCC2=NC=CC(=C2)OC2CCNCC2)C=CC(=C1)Cl